tert-butyl N-[(1S)-1-formyl-2-methyl-propyl]carbamate C(=O)[C@H](C(C)C)NC(OC(C)(C)C)=O